CC1CC2C(C(=O)OC2=O)CC1 Hexahydro-4-methylphthalic anhydride